1-dimethylethoxysilyl-8-bis(dimethylamino)phenylsilyloctane C[Si](CCCCCCCC[Si](C1=CC=CC=C1)(N(C)C)N(C)C)(OCC)C